1-methyl-3-(2-ethylsulfonyl)imidazolium CN1C=[N+](C=C1)S(=O)(=O)CC